3-((4-(5-chloro-3-methyl-2-((R)-1-((S)-morpholin-2-yl)ethoxy)phenyl)pyrrolo[2,1-f][1,2,4]triazin-6-yl)methyl)-6,6-dimethyl-3-azabicyclo[3.1.0]hexane-2,4-dione hydrochloride Cl.ClC=1C=C(C(=C(C1)C1=NC=NN2C1=CC(=C2)CN2C(C1C(C1C2=O)(C)C)=O)O[C@H](C)[C@@H]2CNCCO2)C